tert-Butyl (9-((3aR,4R,6R,6aR)-2,2-dimethyl-6-((methylamino)methyl)tetrahydrofuro[3,4-d][1,3]dioxol-4-yl)-9H-purin-6-yl)carbamate CC1(O[C@@H]2[C@H](O1)[C@H](O[C@H]2N2C1=NC=NC(=C1N=C2)NC(OC(C)(C)C)=O)CNC)C